methyl-1',2'-dihydrospiro(cyclobutane-1,3'-pyrrolo[3,2-b]pyridine) CN1CC2(C3=NC=CC=C31)CCC2